ClC=1C(=C(C=CC1)NC1=C(NC2=C1C(NCC2)=O)C2=C(C=NC=C2)C#C[C@@H]2NCCC2)OC 3-[(3-chloro-2-methoxyphenyl)amino]-2-(3-{2-[(2R)-pyrrolidin-2-yl]ethynyl}pyridin-4-yl)-1H,5H,6H,7H-pyrrolo[3,2-c]pyridine-4-one